dihydroxy-2',5'-dimethyl-[1,1':4',1''-terphenyl]-3,3''-dicarboxylic acid OC1=C(C(=C(C=C1)C1=C(C=C(C(=C1)C)C1=CC(=CC=C1)C(=O)O)C)O)C(=O)O